ClC=1C=CC(=C(C1)N1CC(CC1)C=1C(=C(C(=O)O)C=CC1)F)F 3-(1-(5-chloro-2-fluorophenyl)pyrrolidin-3-yl)-2-fluorobenzoic acid